benzyl 2-vinyl-5,7-dihydro-6H-pyrrolo[3,4-b]pyrazine-6-carboxylate C(=C)C1=CN=C2C(=N1)CN(C2)C(=O)OCC2=CC=CC=C2